BrC=1C=C(C(=NC1)C1=CC2=NC=C(C=C2N1C(=O)OC(C)(C)C)C(F)(F)F)SCC tert-butyl 2-[5-bromo-3-(ethylsulfanyl)pyridin-2-yl]-6-(trifluoro methyl)pyrrolo[3,2-b]pyridine-1-carboxylate